N-(5-(2-fluoro-6-methoxyphenyl)-1H-pyrazolo[3,4-c]pyridin-3-yl)-1-methyl-1H-pyrazole-4-carboxamide FC1=C(C(=CC=C1)OC)C=1C=C2C(=CN1)NN=C2NC(=O)C=2C=NN(C2)C